COC(C1CCN(CC1)C1=CC=C(C=C1)C1=C(CCCC2=C1C=CC(=C2)C(=O)O)C2=CC=C(C=C2)OC(F)(F)F)OC 5-[4-[4-(dimethoxymethyl)-1-piperidyl]phenyl]-6-[4-(trifluoromethoxy)phenyl]-8,9-dihydro-7H-benzo[7]annulene-2-carboxylic acid